{2-[7,8-dimethyl-2,4-dioxo-10-(2,3,4,5-tetraacetoxypentyl)-4,10-dihydro-2H-benzo[g]pteridine-3-yl]-ethyl}-trimethyl-ammonium bromide [Br-].CC=1C(=CC2=C(N=C3C(N(C(N=C3N2CC(C(C(COC(C)=O)OC(C)=O)OC(C)=O)OC(C)=O)=O)CC[N+](C)(C)C)=O)C1)C